Cl.Cl.CC1=NN=C(S1)NC(=O)C1=CSC(=C1)[C@@H]1[C@H](C1)NCC1CCOCC1 N-(5-methyl-1,3,4-thiadiazol-2-yl)-5-((1S,2S)-2-((tetrahydro-2H-pyran-4-ylmethyl)amino)cyclopropyl)thiophene-3-carboxamide Dihydrochloride